3-chloro-N-(2-(thiophene-2-sulfonamido)phenyl)benzamide ClC=1C=C(C(=O)NC2=C(C=CC=C2)NS(=O)(=O)C=2SC=CC2)C=CC1